C(#N)CC(=O)OCC12CC3CC(CC(C1)C3)C2 tricyclo[3.3.1.13,7]decan-1-ylmethyl cyanoacetate